CC1=C(C(=CC(=C1)C)C)N1C(N(CC1)C1=C(C=C(C=C1C)C)C)=CC1=C(C=CC=C1)N=CC1=C(C=CC=C1)O [1,3-bis(2,4,6-trimethylphenyl)-2-imidazolidinylidene]-[2-[[(2-methylphenyl)imino]methyl]-phenol]